(R)-2-(1-(2-(1-hydroxyethyl)imidazo[4,5-d]pyrrolo[2,3-b]pyridine-1(6H)-yl)piperidine-4-yl)-2-methyl-propionitrile O[C@H](C)C1=NC=2C(=C3C(=NC2)NC=C3)N1N1CCC(CC1)C(C#N)(C)C